NC1=NC(=CC(=N1)C=1C(=C(C#N)C=CC1)C)C=1N=NN(C1)CC1=NN2C(CC(CC2)(C)C)=C1 3-(2-amino-6-(1-((5,5-dimethyl-4,5,6,7-tetrahydropyrazolo[1,5-a]pyridin-2-yl)methyl)-1H-1,2,3-triazol-4-yl)pyrimidin-4-yl)-2-methylbenzonitrile